tert-butyl (S)-2-((4-methyl-3-((1-(2-methyl-7-(((trifluoromethyl)sulfonyl)oxy)quinolin-5-yl)cyclopropyl)carbamoyl)phenoxy)methyl)azetidine-1-carboxylate CC1=C(C=C(OC[C@H]2N(CC2)C(=O)OC(C)(C)C)C=C1)C(NC1(CC1)C1=C2C=CC(=NC2=CC(=C1)OS(=O)(=O)C(F)(F)F)C)=O